C(C)(C)(C)OC(=O)N1C[C@H]([C@H](C1)NS(=O)(=O)C1=CC=C(C=C1)OC(F)(F)F)C1=CC(=C(C=C1)Cl)Cl |r| rac-(3R,4R)-3-(3,4-dichlorophenyl)-4-[[4-(trifluoromethoxy)phenyl]sulfonylamino]pyrrolidine-1-carboxylic acid tert-butyl ester